OCC1CCC(CC1)C=1SC2=C(N1)C=C(C(=C2)N2C(C1=CC=CC=C1CC2)=O)C(C)(C)O (2-((1R,4R)-4-(hydroxymethyl)cyclohexyl)-5-(2-hydroxypropan-2-yl)benzo[d]Thiazole-6-Yl)-3,4-dihydroisoquinolin-1(2H)-one